1,4-bis(2-trifluoromethyl-4-aminobenzenesulfonyl)benzene FC(C1=C(C=CC(=C1)N)S(=O)(=O)C1=CC=C(C=C1)S(=O)(=O)C1=C(C=C(C=C1)N)C(F)(F)F)(F)F